FC(CP(OC1=C(C(=CC=C1)C1CCCCC1)F)([O-])=O)(F)F cyclohexyl(2-fluorophenyl) (2,2,2-trifluoroethyl)phosphonate